1-(6-(difluoro-methyl)-5-methyl-pyridin-3-yl)-4,4-difluoro-3,3-dimethyl-3,4-dihydroisoquinoline FC(C1=C(C=C(C=N1)C1=NC(C(C2=CC=CC=C12)(F)F)(C)C)C)F